Methyl-3-Benzoylpropionat COC(CCC(C1=CC=CC=C1)=O)=O